C(C)(=O)[O-].C[NH+]1C(CCC1)CCC 1-Methyl-2-propylpyrrolidinium acetat